ethyl-6-benzyloxy-17-(tert-butoxycarbonylamino)-6,15-bis(trifluoromethyl)-19-oxa-3,4,13,18-tetrazatricyclo[12.3.1.12,5]nonadeca-1(18),2,4,9,14,16-hexaene-12-carboxylate C(C)OC(=O)C1CC=CCCC(C2=NN=C(C=3C(=CC(=C(N1)N3)C(F)(F)F)NC(=O)OC(C)(C)C)O2)(C(F)(F)F)OCC2=CC=CC=C2